C(C)(C)OC1=CC=C(C=N1)S(=O)(=O)N[C@@H](C1CCN(CC1)C(=O)OC(C)(C)C)C1=CC=CC=C1 tert-butyl 4-[(S)-[(6-isopropoxy-3-pyridyl)sulfonylamino]-phenyl-methyl]piperidine-1-carboxylate